C(C=C)(=O)OCCCCCCCCCCCCCCCCC[SiH2]C(F)F acryloyloxyheptadecyldifluoromethylsilane